bis-(3-Sulfopropyl) disulfide disodium salt [Na+].[Na+].S(=O)(=O)([O-])CCCSSCCCS(=O)(=O)[O-]